Cl.N1CCOCC1 morpholine hydrochloride